4,4'-((propane-1,3-diylbis(oxy))bis(4-chloro-6-methoxyisoindoline-5,2-diyl))bis(4-oxobutanoic acid) C(CCOC=1C(=C2CN(CC2=CC1OC)C(CCC(=O)O)=O)Cl)OC=1C(=C2CN(CC2=CC1OC)C(CCC(=O)O)=O)Cl